ClC=1C=C(OC2CCC(CC2)NC(C2=CN=C(C=C2)N2CCC(CC2)CO)=O)C=CC1C#N N-((1r,4r)-4-(3-Chloro-4-cyanophenoxy)cyclohexyl)-6-(4-(hydroxymethyl)piperidin-1-yl)nicotinamide